N-cyclopropyl-N-(2-fluoro-4-(7-oxo-7,8-dihydro-1,8-naphthyridin-4-yl)benzyl)sulfonamide hydrochloride Cl.C1(CC1)N(S(=O)=O)CC1=C(C=C(C=C1)C1=CC=NC=2NC(C=CC12)=O)F